7-bromo-2,3,7,8-tetrahydro-6H-indeno[5,6-b][1,4]dioxin-6-ol BrC1C(C2=CC3=C(OCCO3)C=C2C1)O